3-Methyl-6'-{5-[(7S)-7-methyl-7-[(2R)-2-methylpyrrolidin-1-yl]-6,7,8,9-tetrahydro-5H-benzo[7]annulen-2-yl]-1H-pyrazolo[3,4-b]pyridin-3-yl}-2,3'-bipyridine CC=1C(=NC=CC1)C=1C=NC(=CC1)C1=NNC2=NC=C(C=C21)C=2C=CC1=C(CC[C@](CC1)(N1[C@@H](CCC1)C)C)C2